1-(5-(2,3-dihydrobenzofuran-6-yl)-2,3-dihydro-1H-inden-1-yl)piperidine-4-carboxylic acid O1CCC2=C1C=C(C=C2)C=2C=C1CCC(C1=CC2)N2CCC(CC2)C(=O)O